(1R,3R)-3-(6-((6-methoxy-2-methyl-1,2,3,4-tetrahydroisoquinolin-7-yl)amino)-1H-pyrazolo[3,4-d]pyrimidin-1-yl)cyclohexane-1-carboxylic acid COC=1C=C2CCN(CC2=CC1NC1=NC=C2C(=N1)N(N=C2)[C@H]2C[C@@H](CCC2)C(=O)O)C